1-(Pyridin-2-yl)cyclobutane-1-carbaldehyde N1=C(C=CC=C1)C1(CCC1)C=O